(R)-3-bromo-4-fluoro-5,8,8-trimethyl-5-phenyl-7,8,9,10-tetrahydrobenzo[b][1,8]naphthyridin-6(5H)-one BrC1=C(C=2[C@@](C3=C(NC2N=C1)CC(CC3=O)(C)C)(C3=CC=CC=C3)C)F